BrC1=C2CCN(C2=CC=C1)C(=O)OC(C)(C)C tert-butyl 4-bromo-2,3-dihydroindole-1-carboxylate